(R)-1-(6-((6-(3-(2-Ethoxyphenoxy)piperidin-1-yl)pyrazin-2-yl)amino)pyridin-2-yl)piperidin C(C)OC1=C(O[C@H]2CN(CCC2)C2=CN=CC(=N2)NC2=CC=CC(=N2)N2CCCCC2)C=CC=C1